COC(=O)C1=CC(=NN1C=1SC(=C(N1)C1=CC=C(C=C1)C(F)(F)F)C=C(C)C)C 3-Methyl-1-(5-(2-methylpropan-1-en-1-yl)-4-(4-(trifluoromethyl)phenyl)thiazol-2-yl)-1H-pyrazole-5-carboxylic acid methyl ester